methyl 4-((2R,3S,4S,5R)-3-(3-chloro-2-hydroxyphenyl)-4,5-dimethyl-5-(trifluoromethyl)tetrahydrofuran-2-carboxamido)picolinate ClC=1C(=C(C=CC1)[C@H]1[C@@H](O[C@]([C@H]1C)(C(F)(F)F)C)C(=O)NC1=CC(=NC=C1)C(=O)OC)O